N[C@@H]([C@@H](C)CC)C(=O)N1[C@@H](CCC1)C(=O)N[C@@H](CC(NCC1=CC=CC=C1)=O)C(=O)O L-isoleucyl-L-prolyl-N4-benzyl-L-asparagine